6,7-difluoro-4-methylidene-1,3-dihydro-2-benzopyran FC=1C(=CC2=C(C(COC2)=C)C1)F